C(#N)C=1C=C(C=NC1N1N=CC=N1)NC(=O)C1=C(C(=NS1)C1=CN(C(C=C1)=O)C)C(F)(F)F N-(5-CYANO-6-(2H-1,2,3-TRIAZOL-2-YL)PYRIDIN-3-YL)-3-(1-METHYL-6-OXO-1,6-DIHYDROPYRIDIN-3-YL)-4-(TRIFLUORO-METHYL)ISOTHIAZOLE-5-CARBOXAMIDE